4-((3-((difluoromethyl)-sulphonyl)pyridin-2-yl)amino)-N-(methyl-d3)pyridazine-3-carboxamide FC(S(=O)(=O)C=1C(=NC=CC1)NC1=C(N=NC=C1)C(=O)NC([2H])([2H])[2H])F